7-benzyloxy-5,8-dimethoxy-2-phenylquinolin-4(1H)-one C(C1=CC=CC=C1)OC1=CC(=C2C(C=C(NC2=C1OC)C1=CC=CC=C1)=O)OC